tertbutyl 4-[3-(4-chlorophenyl)-3-oxo-propanoyl]piperazine-1-carboxylate ClC1=CC=C(C=C1)C(CC(=O)N1CCN(CC1)C(=O)OC(C)(C)C)=O